1-benzoyl-3-(3-chloro-4-iodo-5-methoxyphenyl)thiourea C(C1=CC=CC=C1)(=O)NC(=S)NC1=CC(=C(C(=C1)OC)I)Cl